(6aR,10aR)-9-(1H-imidazol-2-yl)-6,6-dimethyl-3-(2-methyloctan-2-yl)-6a,7,10,10a-tetrahydro-6H-benzo[c]chromen-1-ol N1C(=NC=C1)C=1C[C@@H]2[C@H](C(OC=3C=C(C=C(C23)O)C(C)(CCCCCC)C)(C)C)CC1